C1=CC=C(C=C1)/C=C/C2=CC=CC=C2 α,β-diphenylethylene